FC(C(=O)O)(F)F.NC=1N=CC(=NC1C=1C=NN(C1)CC1(CC1)C#N)C=1C=C(C=CC1C)C(C(=O)N)(C(F)(F)F)O 2-(3-(5-amino-6-(1-((1-cyanocyclopropyl)methyl)-1H-pyrazol-4-yl)pyrazin-2-yl)-4-methylphenyl)-3,3,3-trifluoro-2-hydroxypropanamide trifluoroacetate